tert-Butyl 4-(4-(N-(3-ethoxy-3-oxopropyl)cyanamido)-3-methylphenyl)piperazine-1-carboxylate C(C)OC(CCN(C#N)C1=C(C=C(C=C1)N1CCN(CC1)C(=O)OC(C)(C)C)C)=O